tert-butyl 3-((4-hydroxypyridin-3-yl)carbamoyl)azetidine-1-carboxylate OC1=C(C=NC=C1)NC(=O)C1CN(C1)C(=O)OC(C)(C)C